C1(=CC=CC2=CC=CC=C12)C1=C(C=CC=C1)C1=NC=2N(N=C3C=CC=CC23)C=C1 2-(Naphthalen-1-yl)phenyl-pyrimido[1,2-b]indazole